BrCC(=O)NC=1C=C(C(=O)O)C=CC1OC 3-(2-bromoacetamido)-4-methoxybenzoic acid